CN1C=NC2=C1C=CC(=C2)C(=O)[O-] 1-methyl-1H-benzo[d]imidazole-5-carboxylate